4-bromo-1-diazonio-naphthalen-2-olate BrC1=CC(=C(C2=CC=CC=C12)[N+]#N)[O-]